N1N=CC2=CC(=CC=C12)NC1=NC(=NC=C1)C1=CC=C2C=C(NC2=C1)C(=O)NC1=NC=CC=C1 6-(4-((1H-indazol-5-yl)amino)pyrimidin-2-yl)N-(pyridin-2-yl)-1H-indole-2-carboxamide